O[C@H]1[C@@H]2C(=CC[C@@H]2C(=CO1)C(=O)OC)CO methyl (1S,2R,6S)-2-hydroxy-9-(hydroxymethyl)-3-oxabicyclo[4.3.0]nona-4,8-diene-5-carboxylate